5-fluoro-4-(7'-fluoro-2'-methyl-spiro[cyclopentane-1,3'-indole]-5'-yl)-N-[5-(4-piperidyl)-2-pyridyl]pyrimidin-2-amine FC=1C(=NC(=NC1)NC1=NC=C(C=C1)C1CCNCC1)C=1C=C2C3(C(=NC2=C(C1)F)C)CCCC3